7-bromo-3-chloro-N-(2-fluoro-2-methyl-propyl)-8,9-dihydro-7H-cyclopenta[H]Isoquinoline-5-sulfonylAmine BrC1CCC2=C1C=C(C=1C=C(N=CC21)Cl)S(=O)(=O)NCC(C)(C)F